BrC1=CN=C(S1)[C@H]1CC[C@@H](CO1)NC(OC(C)C)=O trans-isopropyl N-[6-(5-bromothiazol-2-yl)tetrahydropyran-3-yl]carbamate